ClP1(OCC(CO1)(C)C)=O 2-chloro-5,5-dimethyl-1,3,2-dioxaphosphine 2-oxide